(S)-1-Isopropyl-N'-((2-isopropyl-3-methyl-6,7-dihydro-5H-cyclopenta[b]pyridin-4-yl)carbamoyl)-1H-pyrazole-3-sulfonimidamide C(C)(C)N1N=C(C=C1)[S@](=O)(N)=NC(NC1=C2C(=NC(=C1C)C(C)C)CCC2)=O